rac-2-methyltetrahydrofuran C[C@H]1OCCC1 |r|